FC(C(=O)O)(F)F.FC(C(=O)O)(F)F.NCC(CC=1N(C(NN1)=O)CC=1SC(=CC1)C#CC1=CC=2OCCNC2N=C1)=C(F)F [2-(aminomethyl)-3,3-difluoro-allyl]-4-[[5-[2-(3,4-dihydro-2H-pyrido[3,2-b][1,4]oxazin-7-yl)ethynyl]-2-thienyl]methyl]-1,2,4-triazol-3-one bistrifluoroacetate